C(C)C1=NC=CC(=C1)CCCCC 2-ethyl-4-pentylpyridine